O(C1=CC=CC=C1)C1=CC=CC2=C1C=NB2 4-phenoxybenzoborazole